3-methyl-1-(trifluoromethyl)-1H-pyrazole-4-carboxylic acid methyl ester COC(=O)C=1C(=NN(C1)C(F)(F)F)C